FC=1C=C(C=NC1C)NC(=N)C1(CCNCC1)C N-(5-fluoro-6-methylpyridin-3-yl)-4-methylpiperidin-4-carboximidamide